N1(CCOCC1)[Al](CC(C)C)CC(C)C (morpholinyl)(diisobutyl)aluminum